BIS-PYRIDINIUM [N+]1(=CC=CC=C1)[N+]1=CC=CC=C1